(S)-(3-(3-fluoro-4-methoxyphenyl)-2,7-dimethyl-2,4,5,7-tetrahydro-6H-pyrazolo[3,4-c]pyridin-6-yl)(quinoxalin-6-yl)methanone tungsten [W].FC=1C=C(C=CC1OC)C=1N(N=C2[C@@H](N(CCC21)C(=O)C=2C=C1N=CC=NC1=CC2)C)C